2-{3h,4h,5h,6h,7h-imidazo[4,5-c]pyridin-5-yl}-5-[(5-methoxypyridin-2-yl)methoxy]-1,3-benzoxazole N1=CNC=2CN(CCC21)C=2OC1=C(N2)C=C(C=C1)OCC1=NC=C(C=C1)OC